C1(=CC=CC=C1)C=CC(C=CC1=CC=CC=C1)=O 1,5-diphenylpenta-1,4-diene-3-one